Oxalic acid tert-butyl methyl ester COC(C(=O)OC(C)(C)C)=O